CC1(OB(OC1(C)C)C1(CC(=C(C=C1)C1=CC=CC=C1)C1CCN(CC1)C(=O)OC(C)(C)C)C1=NN(N=C1)COCC[Si](C)(C)C)C tert-butyl 4-(4-(4,4,5,5-tetramethyl-1,3,2-dioxaborolan-2-yl)-4-(2-((2-(trimethylsilyl)ethoxy)methyl)-2H-1,2,3-triazol-4-yl)-[1,1-biphenyl]-2-yl)piperidine-1-carboxylate